C1(CC1)N(CC[C@@H](C(=O)O)NC(=O)N1C[C@@H](CC1)F)CCCCC1=NC=2NCCCC2C=C1 (S)-4-(cyclopropyl(4-(5,6,7,8-tetrahydro-1,8-naphthyridin-2-yl)butyl)amino)-2-((R)-3-fluoropyrrolidine-1-carboxamido)butanoic acid